FC1=C(CN2N=C(C=C2)B2OC(C(O2)(C)C)(C)C)C=C(C=C1)OC(F)(F)F 1-(2-fluoro-5-(trifluoromethoxy)benzyl)-3-(4,4,5,5-tetra-methyl-1,3,2-dioxaborolan-2-yl)-1H-pyrazole